2-OXOETHYL-(PIPERIDIN-1-YL)PYRIDIN O=CCC=1C(=NC=CC1)N1CCCCC1